CN1N=CC=2C1=NC(=CC2N2CCC(=C(C2)C)C2=C(C=C(C=N2)N2CCN(CC2)C(=O)OC(C)(C)C)C)C tert-butyl 4-[6-[1-(1,6-dimethylpyrazolo[3,4-b]pyridin-4-yl)-5-methyl-3,6-dihydro-2H-pyridin-4-yl]-5-methyl-3-pyridyl]piperazine-1-carboxylate